BrCCN1CCC(CC1)C1=CC=C(C=C1)C1C(NC(CC1)=O)=O 3-[4-[1-(2-bromoethyl)-4-piperidinyl]phenyl]piperidine-2,6-dione